FC(C(=O)O)(F)F.C1(C=CC(N1)=O)=O.C1(C=CC(N1)=O)=O dimaleimide trifluoroacetic acid salt